1,2,3,4-tetrahydro-2,2,4,7-tetramethylquinoline CC1(NC2=CC(=CC=C2C(C1)C)C)C